((1-(benzyloxy)-nonadecan-10-yl)oxy)(tert-butyl)dimethylsilane C(C1=CC=CC=C1)OCCCCCCCCCC(CCCCCCCCC)O[Si](C)(C)C(C)(C)C